O=C1CO[C@@]2(CCCN(C2)C([C@@H](C)C2=CC=CC=C2)=O)CCN1CC(=O)O 2-((S)-9-oxo-2-((S)-2-phenylpropanoyl)-7-oxa-2,10-diazaspiro[5.6]dodecan-10-yl)acetic acid